4-bromo-β,β-difluorostyrene BrC1=CC=C(C=C(F)F)C=C1